CC=1C=CC2=C(N=CO2)C1 5-methylbenzoxazole